N-(5-(2-((3aR,5r,6aS)-2-(2,2,2-trifluoroethyl)octa-hydrocyclopenta[c]pyrrol-5-yl)ethoxy)-1H-indol-3-yl)-2-oxaspiro[3.3]heptane-6-carboxamide FC(CN1C[C@@H]2[C@H](C1)CC(C2)CCOC=2C=C1C(=CNC1=CC2)NC(=O)C2CC1(COC1)C2)(F)F